O[C@H](C(=O)N1CC2=C(N=C(NC2=O)C2(CC2)C2=CC=CC=C2)CC1)C=1C=C(C=CC1)C1=CC(=CC=C1)C(F)(F)F (S)-6-(2-hydroxy-2-(3'-(trifluoromethyl)-[1,1'-biphenyl]-3-yl)acetyl)-2-(1-phenylcyclopropyl)-5,6,7,8-tetrahydropyrido[4,3-d]pyrimidin-4(3H)-one